BrC=1C(=NC=C(C1)Cl)O[C@H]1C[C@H](N(C1)C(=O)OC(C)(C)C)C(=O)OC 1-tert-Butyl 2-methyl (2S,4S)-4-[(3-bromo-5-chloropyridin-2-yl)oxy]pyrrolidine-1,2-dicarboxylate